propyl-triacetoxysilane C(CC)[Si](OC(C)=O)(OC(C)=O)OC(C)=O